methyl({4-[(methylamino)methyl]phenyl}methyl)amine dihydrochloride Cl.Cl.CNCC1=CC=C(C=C1)CNC